8-methyl-6-[1-(oxetan-3-ylimino)-1-oxo-thiacyclohexan-4-yl]Pyrido[2,3-d]Pyrimidin-7-one CN1C(C(=CC2=C1N=CN=C2)C2CCS(CC2)(=O)=NC2COC2)=O